2,8-dimethylimidazo[1,2-a]pyrazin-6-amine hydrochloride Cl.CC=1N=C2N(C=C(N=C2C)N)C1